CNCC1=CC2=CC=CC=C2C=C1 N-methyl-1-(naphthalen-2-yl)methylamine